ClC1=C(C=NN1C(F)(F)F)NS(=O)(=O)C1=CNC2=CC(=CC=C12)OC N-(5-chloro-1-(trifluoromethyl)-1H-pyrazol-4-yl)-6-methoxy-1H-indole-3-sulfonamide